3-methyl-4-((5-methylpyrazin-2-yl)methoxy)aniline CC=1C=C(N)C=CC1OCC1=NC=C(N=C1)C